C(C)(C)(C)C1=CC(=NC=C1)C=1NC2=CC=C(C=C2C1)SCC(=O)O 2-((2-(4-(tert-Butyl)pyridin-2-yl)-1H-indol-5-yl)thio)acetic acid